C(C(C)(C)C)(=O)OOC1(CCCCC1)C(C)(C)C 1-t-butylcyclohexyl peroxypivalate